tert-Butyl 3-(6-fluorobenzo[d]thiazol-2-yl)-2-(3-((2-methoxyethyl)amino)propanamido)-4,7-dihydrothieno[2,3-c]pyridine-6(5H)-carboxylate FC1=CC2=C(N=C(S2)C2=C(SC=3CN(CCC32)C(=O)OC(C)(C)C)NC(CCNCCOC)=O)C=C1